2-Amino-4-((1-hydroxyhexane-3-yl)amino)-6-(4-(4-methylpiperazine-1-carbonyl)benzyl)pyridine NC1=NC(=CC(=C1)NC(CCO)CCC)CC1=CC=C(C=C1)C(=O)N1CCN(CC1)C